COCCC(=O)N(CC)CC 3-methoxy-N,N-diethylpropionamide